(1,1-bicyclohexyl)-2-one C1(C(CCCC1)=O)C1CCCCC1